BrC1=C2C=CC(CC2=CC=C1)=O 5-bromo-2-naphthalenone